tert-Butyl (3-((4-nitropyridin-2-yl)amino)propyl)carbamate [N+](=O)([O-])C1=CC(=NC=C1)NCCCNC(OC(C)(C)C)=O